NC1CCN(CC1)C(CCCNC1=C2C(N(C(C2=CC=C1)=O)C1C(NC(CC1)=O)=O)=O)=O 4-((4-(4-aminopiperidin-1-yl)-4-oxobutyl)amino)-2-(2,6-dioxopiperidin-3-yl)isoindoline-1,3-dione